C(CCCCCCCC)OCCCN 3-(nonyloxy)propan-1-amine